carbonohydrazonic Dicyanide C(=NN)(C#N)C#N